C(=CC1=CC=CC=C1)S(=O)(=O)OCCC propyl styrenesulfonate